methyl 3-ethyl-2-oxo-2,3-dihydro-1H-thieno[2,3-b][1,4]oxazine-6-carboxylate C(C)C1C(NC2=C(O1)SC(=C2)C(=O)OC)=O